COCN1C(CNCCN(CCCNCCN(CC(CC1)C)C)C)C (methoxymethyl)-2,7,14,16-tetramethyl-1,4,7,11,14-pentaazacyclooctadecane